3,5-difluoro-N-((6-methoxy-1-methyl-1H-benzimidazol-7-yl)methyl)-4-(trifluoromethyl)benzamide FC=1C=C(C(=O)NCC2=C(C=CC3=C2N(C=N3)C)OC)C=C(C1C(F)(F)F)F